rac-trans-tert-butyl-3-(4-methanesulfonylphenoxymethyl)-4-methylpyrrolidine-1-carboxylate C(C)(C)(C)OC(=O)N1C[C@H]([C@@H](C1)C)COC1=CC=C(C=C1)S(=O)(=O)C |r|